C(#N)C1=CC(=C(OC2=C(C(=O)NC=3C=C(C=CC3)[S@](=O)(C)=NC(OC(C)(C)C)=O)C(=C(C=N2)C2=CC=C(C=C2)C#N)C)C=C1)OC tert-butyl (R)-((3-(2-(4-cyano-2-methoxyphenoxy)-5-(4-cyanophenyl)-4-methylnicotinamido)phenyl)(methyl)(oxo)-λ6-sulfaneylidene)carbamate